7-(1-(2-(2-((2-(2,6-dioxopiperidin-3-yl)-1,3-dioxoisoindolin-4-yl)thio)Ethoxy)ethyl)piperidin-4-yl)-2-(4-phenoxyphenyl)-4,5,6,7-tetrahydropyrazolo[1,5-a]pyrimidine-3-Formamide O=C1NC(CCC1N1C(C2=CC=CC(=C2C1=O)SCCOCCN1CCC(CC1)C1CCNC=2N1N=C(C2C(=O)N)C2=CC=C(C=C2)OC2=CC=CC=C2)=O)=O